C(C)(C)(C)C1=CC=C(OC2CCN(CC2)C2=C(C(N(C3=CC=C(N=C23)Cl)C)=O)C#N)C=C1 4-(4-(4-(tert-butyl)phenoxy)piperidin-1-yl)-6-chloro-1-methyl-2-oxo-1,2-dihydro-1,5-naphthyridine-3-carbonitrile